6-fluoro-3-((3-fluorobenzyl)amino)-5-(1-(3-(trifluoromethoxy)phenyl)ethyl)-4H-benzo[e][1,2,4]thiadiazine 1,1-dioxide FC=1C=CC2=C(NC(=NS2(=O)=O)NCC2=CC(=CC=C2)F)C1C(C)C1=CC(=CC=C1)OC(F)(F)F